penturonic acid C(=O)C(C(C(C(=O)O)O)O)O